C1(CCCCC1)C=1SC(=C(N1)C1=CC=CC=C1)OC1=CC(=NC=C1)NC1=CC=C(C(=O)O)C=C1 4-((4-((2-cyclohexyl-4-phenylthiazol-5-yl)oxy)pyridin-2-yl)amino)benzoic acid